2-[(2-Fluoroacetyl)-[[(2S)-1-[1-(4-prop-2-ynoxyphenyl)cyclopropancarbonyl]pyrrolidin-2-carbonyl]amino]amino]acetamid FCC(=O)N(CC(=O)N)NC(=O)[C@H]1N(CCC1)C(=O)C1(CC1)C1=CC=C(C=C1)OCC#C